FC(N1N=CC(=C1)C1=CC(=NC(=C1F)C)C1=NOC(=N1)C1=NC=C(C=C1)F)F 3-(4-(1-(difluoromethyl)-1H-pyrazol-4-yl)-5-fluoro-6-methylpyridin-2-yl)-5-(5-fluoropyridin-2-yl)-1,2,4-oxadiazole